(S)-1-(4-chloro-3-fluorophenyl)-5-(5-(3,5-dimethylisoxazol-4-yl)-1-((1r,4S)-4-hydroxycyclohexyl)-1H-benzo[d]imidazol-2-yl)pyrrolidin-2-one ClC1=C(C=C(C=C1)N1C(CC[C@H]1C1=NC2=C(N1C1CCC(CC1)O)C=CC(=C2)C=2C(=NOC2C)C)=O)F